2-(N-[4-amino-5-[4-(difluoromethoxy)benzoyl]thiazol-2-yl]-4-benzyloxy-anilino)propanamide NC=1N=C(SC1C(C1=CC=C(C=C1)OC(F)F)=O)N(C1=CC=C(C=C1)OCC1=CC=CC=C1)C(C(=O)N)C